ClC=1C=C2CN(C(C2=CC1)=O)C1=CC(=CC=C1)[C@H](C)SC1=NN=CN1C (S)-5-chloro-2-(3-(1-((4-methyl-4H-1,2,4-triazol-3-yl)thio)ethyl)phenyl)isoindolin-1-one